4-[(1R)-1-(2-pyridyl)ethoxy]pyrazolo[1,5-a]pyridine-3-carbonitrile N1=C(C=CC=C1)[C@@H](C)OC=1C=2N(C=CC1)N=CC2C#N